2-O-acetyl-3-O-benzyl-4-O-tributylsilyl-6-O-triisopropylsilyl-α-D-mannopyranosyl fluoride C(C)(=O)O[C@@H]1[C@H](O[C@@H]([C@H]([C@@H]1OCC1=CC=CC=C1)O[Si](CCCC)(CCCC)CCCC)CO[Si](C(C)C)(C(C)C)C(C)C)F